4,5-dichlorophenyl-methanol ClC1=CC=C(C=C1Cl)CO